alpha-cyanocinnamylideneacetate C(#N)C(C(=O)[O-])=CC=CC1=CC=CC=C1